C(CCCCCCC)C(=O)CCCCCCCCCCCCCCCCCCCC n-eicosyl octyl ketone